COC1(C(C#CC2=C(C3=C1C=CC=C3)C=CC=C2)(OC)OC)OC Tetramethoxydibenzocyclooctyne